FC=1C=C2C=3C(=NNC(C3C1)=O)C(C(N2)C2=CC=C(C=C2)F)N2C(CCC2=O)=O 5-fluoro-8-(4-fluorophenyl)-9-(pyrrolidine-2,5-dione-1-yl)-8,9-dihydro-2H-pyrido[4,3,2-de]phthalazin-3(7H)-one